2-(((tetrahydro-2H-pyran-2-yl) oxy) carbamoyl)-3,8-diazabicyclo[3.2.1]octane-8-carboxylate O1C(CCCC1)ONC(=O)C1C2CCC(CN1)N2C(=O)[O-]